N-(3-hydroxy-4-methylphenyl)-1-(indolin-5-ylsulfonyl)piperidine-4-carboxamide OC=1C=C(C=CC1C)NC(=O)C1CCN(CC1)S(=O)(=O)C=1C=C2CCNC2=CC1